benzyl (2R,3S,5S)-2-(hydroxymethyl)-3-((4-methoxybenzyl)amino)-5-(methoxymethyl)pyrrolidine-1-carboxylate OC[C@@H]1N([C@@H](C[C@@H]1NCC1=CC=C(C=C1)OC)COC)C(=O)OCC1=CC=CC=C1